4-(((1-(1-((S)-2,2-dichloro-1-methylcyclopropan-1-carbonyl)piperidin-4-yl)-1H-pyrazol-4-yl)methyl)amino)-2-(2,6-dioxopiperidin-3-yl)isoindoline-1,3-dione ClC1([C@@](C1)(C(=O)N1CCC(CC1)N1N=CC(=C1)CNC1=C2C(N(C(C2=CC=C1)=O)C1C(NC(CC1)=O)=O)=O)C)Cl